CN(CC(=O)N1CCC(CC1)NCC=1C=C2C=C(N(C2=CC1)CC(F)(F)F)C#CCNC=1C=NC(=CC1)C)C 2-(dimethylamino)-1-(4-{[(2-{3-[(6-methylpyridin-3-yl)amino]prop-1-yn-1-yl}-1-(2,2,2-trifluoroethyl)-1H-indol-5-yl)methyl]amino}piperidin-1-yl)ethan-1-one